FC=1C=C(C=C(C1OC1=C2C(=NC=C1)NC=C2C=2C=NC(=CC2)OC)F)NC=2OC[C@@](CN2)(C)CO |r| (+/-)-{2-[(3,5-difluoro-4-{[3-(6-methoxypyridin-3-yl)-1H-pyrrolo[2,3-b]pyridin-4-yl]oxy}phenyl)amino]-5-methyl-5,6-dihydro-4H-1,3-oxazin-5-yl}methanol